C(C)(C)N(S(=O)(=O)N)C N-isopropyl-N-methyl-sulfamide